NC[C@H](CCCNC(OC(C)(C)C)=O)NC(OC(C)(C)C)=O (S)-di-tert-butyl (5-aminopentane-1,4-diyl)dicarbamate